8-(cyclopentylamino)-7-fluoro-[1,3]dioxolo[4',5':4,5]benzo[1,2-b]benzo[e]oxepin-11(6H)-one C1(CCCC1)NC1=C(C2=C(C(C3=C(OC2)C=C2C(=C3)OCO2)=O)C=C1)F